dinaphtho[2,1-d:1',2'-f][1,3,2]dioxaphosphepin C1=CC=2OPOC3=C(C2C=2C=CC=CC12)C1=CC=CC=C1C=C3